C(C)(C)(C)OC(=O)N1C=CC2=C(C(=CC(=C12)C)OC)CN1[C@@H](CN(C(C1)C)C)C1=CC=C(C=C1)C(=O)OC.C(C)(C)(C)C=1C=C(C=C(C1OC)C(C)(C)C)PC1=CC(=C(C(=C1)C(C)(C)C)OC)C(C)(C)C Bis(3,5-di-tert-butyl-4-methoxyphenyl)phosphane tert-Butyl-5-methoxy-4-(((2R)-2-(4-(methoxycarbonyl)phenyl)-4,5-dimethylpiperazin-1-yl)methyl)-7-methyl-1H-indole-1-carboxylate